N-(4-(((R)-1-Hydroxy-4-methylpentan-2-yl)amino)-6-((S)-2-(6-methoxy-4-methylpyridin-3-yl)propyl)-1,3,5-triazin-2-yl)methanesulfonamide OC[C@@H](CC(C)C)NC1=NC(=NC(=N1)C[C@H](C)C=1C=NC(=CC1C)OC)NS(=O)(=O)C